(1S,3R)-3-[(7S)-2-Benzyl-6-(methoxycarbonyl)-7-methyl-3H,6H,7H,8H,9H-imidazo[4,5-f]chinolin-3-yl]cyclohexan C(C1=CC=CC=C1)C=1N(C=2C(=C3CC[C@@H](N(C3=CC2)C(=O)OC)C)N1)C1CCCCC1